methacrylic acid (hydroxyethyl) ester OCCOC(C(=C)C)=O